CC(CC(=O)[O-])(C)O.[Ca+2].CC(CC(=O)[O-])(C)O calcium β-methyl-β-hydroxybutyrate